N-(5-cyanopyridin-3-yl)-1-(1-oxo-1,2-dihydroisoquinolin-5-yl)-5-(trifluoromethyl)-1H-pyrazole-4-carboxamide C(#N)C=1C=C(C=NC1)NC(=O)C=1C=NN(C1C(F)(F)F)C1=C2C=CNC(C2=CC=C1)=O